C(C)(C)(C)OC(=O)N1C(C2C(C1)CC(C2)(F)F)C(=O)N2CCC1(CN(C1)C=1N=CN=NC1OC1=C(C=C(C=C1)F)C(N(C(C)C)CC)=O)CC2 tert-butyl-1-(2-(6-(2-(ethyl(isopropyl)carbamoyl)-4-fluorophenoxy)-1,2,4-triazin-5-yl)-2,7-diazaspiro[3.5]nonane-7-carbonyl)-5,5-difluorohexahydrocyclopenta[c]pyrrole-2(1H)-carboxylate